Racemic-1'-(4-(1H-pyrazol-4-yl)phenyl)-4-fluoro-6-methoxyspiro[indoline-2,3'-pyrrolidine]-2'-one N1N=CC(=C1)C1=CC=C(C=C1)N1C([C@@]2(CC1)NC1=CC(=CC(=C1C2)F)OC)=O |r|